C(C)OC=1C=C(C=CC1)C1=CC=C(C2=CC=CC=C12)CN1CCNCC1 4-[[4-(3-ethoxyphenyl)naphthalen-1-yl]methyl]piperazin